2-{[3-oxo-8-(5-phenyl-1H-pyrazol-4-yl)-1H,2H,3H-benzo[e]isoindol-2-yl]methyl}prop-2-enamide O=C1N(CC=2C3=C(C=CC12)C=CC(=C3)C=3C=NNC3C3=CC=CC=C3)CC(C(=O)N)=C